FC1=CC=C2C=CNC2=C1B1OC(C(O1)(C)C)(C)C 6-fluoro-7-(4,4,5,5-tetramethyl-1,3,2-dioxaborolan-2-yl)-1H-indole